C(C)(C)(C)OC(=O)N1CC(=CC1)C1=CC(=NC=C1)CN1C(C2=CC=CC=C2C1=O)=O 3-(2-((1,3-dioxoisoindolin-2-yl)methyl)pyridin-4-yl)-2,5-dihydro-1H-pyrrole-1-carboxylic acid tert-butyl ester